(R)-8-cyclopropyl-3-iodo-6-((2-methylmorpholinyl)methyl)-4H-chromen-4-one C1(CC1)C=1C=C(C=C2C(C(=COC12)I)=O)CN1C[C@H](OCC1)C